[N+](=O)([O-])C1=CC=C(C(=O)OC2C[C@H](O[C@H](C2)C)C)C=C1 |o1:12,14| [(2R*,6S*)-2,6-Dimethyltetrahydropyran-4-yl] 4-nitrobenzoate